1-Propanol-1,1,2,2,3,3,3-d C(C(C([2H])([2H])[2H])([2H])[2H])(O)([2H])[2H]